C(C)(=O)OC(C=CCC)CCCCCC undec-3-en-5-yl acetate